4-[4-cyano-4-(2-chlorophenyl)cyclohexyl]-1,4-diazepan-1-carboxylic acid ethyl ester C(C)OC(=O)N1CCN(CCC1)C1CCC(CC1)(C1=C(C=CC=C1)Cl)C#N